2-(4-(1-((2-(2,6-dioxopiperidin-3-yl)-6-fluoro-1-oxoisoindolin-5-yl)methyl)piperidin-4-yl)phenyl)-2H-indazole-7-carboxamide O=C1NC(CCC1N1C(C2=CC(=C(C=C2C1)CN1CCC(CC1)C1=CC=C(C=C1)N1N=C2C(=CC=CC2=C1)C(=O)N)F)=O)=O